(((5R,7S)-3-(5-(2-hydroxy-prop-2-yl)pyrazin-2-yl)-7-methoxy-2-oxo-1-oxa-3-azaspiro[4.5]decan-7-yl)methyl)-1H-benzo[d]imidazole-6-carbonitrile OC(C)(C)C=1N=CC(=NC1)N1C(O[C@@]2(C1)C[C@](CCC2)(OC)CN2C=NC1=C2C=C(C=C1)C#N)=O